N1=CC(=CC=C1)C=1C=CC=C2C(=NC=NC12)N[C@H](CN1CCN(CC1)S(=O)(=O)C=1C=C2C(NC(NC2=CC1)=O)=O)C 6-({4-[(2S)-2-{[8-(pyridin-3-yl)quinazolin-4-yl]amino}propyl]piperazin-1-yl}sulfonyl)-1,2,3,4-tetrahydroquinazoline-2,4-dione